CCOC(=O)OC1=C(C(=O)NC12CCC(CC2)OC)C3=C(C=CC(=C3)C)C The molecule is an azaspiro compound that is methoxycyclohexane which is fused at position 4 to the 5-position of a 1,5-dihydro-2H-pyrrol-2-one that is substituted at positions 3 and 4 by 2,5-dimethylphenyl and (ethoxycarbonyl)oxy groups, respectively (the cis isomer). It is a proinsecticide (via hydrolysis of the ethyl carbonate group to give the corresponding 4-hydroxypyrrol-2-one, "spirotetramat-enol") and is used for the control of a wide range of sucking insects on fruit and potato crops. It has a role as a proinsecticide, an EC 6.4.1.2 (acetyl-CoA carboxylase) inhibitor and an agrochemical. It is a member of benzenes, an azaspiro compound, a carbonate ester, a gamma-lactam and a member of pyrroles.